dodecane-1,12-dialdehyde C(CCCCCCCCCCC=O)=O